ClC1=C(C(=C(C=C1OC)OC)Cl)C1=CC2=C(N=C(N=C2)SC)C(=N1)CC=1C=NN(C1)C 6-(2,6-dichloro-3,5-dimethoxyphenyl)-8-((1-methyl-1H-pyrazol-4-yl)methyl)-2-(methylthio)pyrido[3,4-d]pyrimidine